N-((1R)-3-cyano-3-azabicyclo[3.1.0]hexan-1-yl)-5-(3-(phenylamino)pyridin-4-yl)-1H-pyrazole-3-carboxamide C(#N)N1C[C@]2(CC2C1)NC(=O)C1=NNC(=C1)C1=C(C=NC=C1)NC1=CC=CC=C1